N[C@@]1(CS(CC1)(=O)=O)C (S)-3-amino-3-methyltetrahydrothiophene 1,1-dioxide